hydroxypyridine-diamide OC1=C(C(=NC=C1)C(=O)N)C(=O)N